1-(3-bromo-4-(3,5-dihydro-4H-dinaphtho[2,1-c:1',2'-e]azepin-4-yl)phenyl)ethan-1-one BrC=1C=C(C=CC1N1CC2=C(C3=C(C1)C=CC1=CC=CC=C13)C=1C=CC=CC1C=C2)C(C)=O